(R)-4-(7-fluoro-imidazo[1,2-a]pyridin-3-yl)-7-((6-(pyrrolidin-1-ylmethyl)-5-(tetrahydrofuran-3-yl)pyridin-2-yl)amino)isoindolin-1-one FC1=CC=2N(C=C1)C(=CN2)C2=C1CNC(C1=C(C=C2)NC2=NC(=C(C=C2)[C@@H]2COCC2)CN2CCCC2)=O